C(C=C)(=O)N1[C@H](CN(C[C@H]1C)C=1C2=C(N(CN1)C=1C(=NC(=CC1C)N(CC1=CC=C(C=C1)OC)CC1=CC=C(C=C1)OC)C(C)C)N=C(C(=C2)F)Cl)C 4-((3S,5R)-4-acryloyl-3,5-dimethylpiperazin-1-yl)-1-(6-(bis(4-methoxybenzyl)amino)-2-isopropyl-4-methylpyridin-3-yl)-7-chloro-6-fluoropyrido[2,3-d]pyrimidin